3-((((1R,2S)-2-((2-(2,6-dioxopiperidin-3-yl)-1-oxoisoindolin-5-yl)oxy)cyclohexyl)amino)methyl)-1-methylcyclobutane-1-carbonitrile O=C1NC(CCC1N1C(C2=CC=C(C=C2C1)O[C@@H]1[C@@H](CCCC1)NCC1CC(C1)(C#N)C)=O)=O